CN1CC(OCCC1)CN1CCC(CC1)C=1C=C(C=CC1)O 3-{1-[(4-methyl-1,4-oxazepan-2-yl)methyl]piperidin-4-yl}phenol